N-[5,7-Difluoro-2-(isopropyl-methyl-amino)-4-oxo-4H-quinazolin-3-yl]-2-(3,5-difluoro-phenyl)-acetamide FC1=C2C(N(C(=NC2=CC(=C1)F)N(C)C(C)C)NC(CC1=CC(=CC(=C1)F)F)=O)=O